FC(C)(F)C=1C=C(C=CC1)NC(=O)C=1C(=NN(C1)C1=CC(=C(C=C1)OC(F)F)C1=CC=NC=C1)C N-(3-(1,1-difluoroethyl)phenyl)-1-(4-(difluoromethoxy)-3-(pyridin-4-yl)phenyl)-3-methyl-1H-pyrazole-4-carboxamide